CC1C=CCC1 METHYL-2-CYCLOPENTEN